tert-butyl (2s,5r)-4-(7-(N-(1-cyanocyclopropyl) sulfamoyl)-9H-pyrimido[4,5-b]Indole-4-yl)-2,5-dimethylpiperazine-1-formate C(#N)C1(CC1)NS(=O)(=O)C1=CC=C2C3=C(NC2=C1)N=CN=C3N3C[C@@H](N(C[C@H]3C)C(=O)OC(C)(C)C)C